FC(C1=CC=C([C@H](N)C(=O)O)C=C1)(F)F 4-(trifluoromethyl)-L-phenylglycine